COC1=CC=C(C=CC(=O)O)C=C1 p-Meth-oxycinnamic acid